5-(difluoromethyl)-3-methyl-2-(2-morpholino-[1,2,4]triazolo[1,5-a]pyrimidin-5-yl)phenol FC(C=1C=C(C(=C(C1)O)C1=NC=2N(C=C1)N=C(N2)N2CCOCC2)C)F